C(C)(C)(C)OC(=O)N1[C@H]([C@@H](C[C@H]1CC#N)O[Si](C)(C)C(C)(C)C)C (2s,3r,5r)-3-[(tert-butyldimethylsilyl)oxy]-5-(cyanomethyl)-2-methylpyrrolidine-1-carboxylic acid tert-butyl ester